C1(CCCC1)COC1=CC(=C(C(=O)NS(=O)(=O)N2CC(OCC2)CNC(OC(C)(C)C)=O)C=C1C1CC1)F Tert-butyl ((4-(N-(4-(cyclopentylmethoxy)-5-cyclopropyl-2-fluorobenzoyl)sulfamoyl)morpholin-2-yl)methyl)carbamate